BrC=1C=CC(=NC1)[C@H]1N([C@@H](CC2=C(C(=CC=C12)N)F)C)CC(F)(F)F (1S,3R)-1-(5-bromopyridin-2-yl)-5-fluoro-3-methyl-2-(2,2,2-trifluoroethyl)-1,2,3,4-tetrahydroisoquinolin-6-amine